F[C@@H]1CC2(OCCO2)CC[C@H]1N (7R,8R)-7-fluoro-1,4-dioxaspiro[4.5]decan-8-amine